2-(furan-3-yl)ethan-1-amine O1C=C(C=C1)CCN